OC1=C2CNC(C2=CC=C1)=O 4-hydroxy-1-oxoisoindoline